C(C=C)OC1=C(C=C(C(=O)OC)C=C1)CO methyl 4-allyloxy-3-(hydroxymethyl)benzoate